C(C)(C)(C)OC(=O)N1CC=2N(CC1)C(=CN2)C=2OC=CC2 3-(furan-2-yl)-5,6-dihydroimidazo[1,2-a]pyrazine-7(8H)-carboxylic acid tert-butyl ester